FC=1C=C(C(=O)Br)C=C(C1F)F 3,4,5-trifluoro-benzoyl bromide